5-(tert-butyl)-N-(2-methyl-4-(pyrrolo[1,2-b]pyridazin-4-yl)benzyl)-1,2,4-oxadiazole-3-carboxamide C(C)(C)(C)C1=NC(=NO1)C(=O)NCC1=C(C=C(C=C1)C=1C=2N(N=CC1)C=CC2)C